2-bromo-4-ethylaniline BrC1=C(N)C=CC(=C1)CC